CC1(OC=2C=C(C(=C(C2[C@H]2[C@H]1CCC(=C2)C)O)C2=CSC=C2)CCCCC)C (6aR,10aR)-6,6,9-trimethyl-3-pentyl-2-(3-thienyl)-6a,7,8,10a-tetrahydrobenzo[c]chromen-1-ol